1-(1-((4'-((2-(dimethylamino)ethyl)sulfonyl)-[1,1'-biphenyl]-4-yl)methyl)-1H-indol-5-yl)-5-methyl-1H-pyrazole-3-carboxamide CN(CCS(=O)(=O)C1=CC=C(C=C1)C1=CC=C(C=C1)CN1C=CC2=CC(=CC=C12)N1N=C(C=C1C)C(=O)N)C